COC1=CC=C(CN2N=CC(=C(C2=O)C(F)(F)F)N2[C@@H](CC2)COCC(=O)OC(C)(C)C)C=C1 tert-butyl (S)-2-((1-(1-(4-methoxybenzyl)-6-oxo-5-(trifluoromethyl)-1,6-dihydropyridazin-4-yl)azetidin-2-yl)methoxy)acetate